CC1OCC(C2=CC=C(C=C12)C(F)(F)F)=NO 1-methyl-7-(trifluoromethyl)isochroman-4-one oxime